zinc-chromium salt [Cr].[Zn]